tert-butyl (R)-(((tert-butoxycarbonyl)amino)(3-(3-(4-undecylphenyl)-1,2,4-oxadiazol-5-yl)piperidin-1-yl)methylene)carbamate C(C)(C)(C)OC(=O)NC(N1C[C@@H](CCC1)C1=NC(=NO1)C1=CC=C(C=C1)CCCCCCCCCCC)=NC(OC(C)(C)C)=O